5-bromo-N2-(7-(4-(dimethylamino)piperidin-1-yl)benzo[d][1,3]dioxol-4-yl)-N4-(1-(methylsulfonyl)indolin-7-yl)pyrimidine-2,4-diamine BrC=1C(=NC(=NC1)NC1=CC=C(C=2OCOC21)N2CCC(CC2)N(C)C)NC=2C=CC=C1CCN(C21)S(=O)(=O)C